(S)-1'-(2-(5-chloro-1H-indazol-4-yl)-2H-pyrazolo[3,4-d]pyrimidin-6-yl)-1,3-dihydrospiro[inden-2,4'-piperidin]-1-amine ClC=1C(=C2C=NNC2=CC1)N1N=C2N=C(N=CC2=C1)N1CCC2(CC1)[C@@H](C1=CC=CC=C1C2)N